N-(2-hydroxyethyl)-N-methyl-ammonium OCC[NH2+]C